FC(C1=NC(=NC(=N1)C(F)(F)F)N1[C@H](C=2NC3=CC=C(C=C3C2CC1)Cl)C=C(CO)CO)(F)F 2-({(1S)-2-[4,6-bis(trifluoromethyl)-1,3,5-triazin-2-yl]-6-chloro-2,3,4,9-tetrahydro-1H-pyrido[3,4-b]indol-1-yl}methylidene)propane-1,3-diol